1-(4-cyanobenzyl)-N-((2R,3S)-2,5-dimethyl-4-oxo-2,3,4,5-tetrahydropyrido[3,2-b][1,4]oxazepin-3-yl)-4-fluoro-1H-pyrazole-3-carboxamide C(#N)C1=CC=C(CN2N=C(C(=C2)F)C(=O)N[C@@H]2C(N(C3=C(O[C@@H]2C)C=CC=N3)C)=O)C=C1